ClC=1C=CC(=C2C=NN(C12)C)OC1=CC=C(C=C1)C1=CC(=CC(=N1)C#N)C=C 6-(4-((7-chloro-1-methyl-1H-indazol-4-yl)oxy)phenyl)-4-vinylpyridinecarbonitrile